N[C@H](C(=O)O)CCNCCCNC(C1=C(C=C(C=C1)NC=1C=2N(C=CN1)C(=CN2)C2=C(C(=C(C=C2)OC)F)F)CC)=O (2S)-2-amino-4-[3-[[4-[[3-(2,3-difluoro-4-methoxyphenyl)imidazo[1,2-a]pyrazin-8-yl]amino]-2-ethyl-benzoyl]amino]propylamino]butanoic acid